CSC1=NC=C2C(=N1)NN(C2=O)CC=C 6-(Methylsulfanyl)-2-(prop-2-en-1-yl)-1H,2H,3H-pyrazolo[3,4-d]pyrimidin-3-one